(E)-1-(2-(aminomethyl)-3-fluoroallyl)-N,N-dimethyl-1H-pyrazole-4-carboxamide NC/C(/CN1N=CC(=C1)C(=O)N(C)C)=C\F